FC1=C(C=CC=C1C[C@H]1[C@H](CCC2=CC=C(C(N12)=O)CC)NC(C(=O)N(C)C)=O)C1=CC(=CC=C1)F |r| rac-N~2~-{(3S,4S)-4-[(2,3'-difluoro[1,1'-biphenyl]-3-yl)methyl]-7-ethyl-6-oxo-1,3,4,6-tetrahydro-2H-quinolizin-3-yl}-N~1~,N~1~-dimethylethanediamide